C1(CC1)N1N=CC(=C1)C=1C=C(C=CC1)N(C(=O)[C@@H]1CC[C@H](CC1)C(=O)OC)C[C@@H]1CC[C@H](CC1)C=1C=NC(=CC1)N(C)C trans-Methyl 4-((3-(1-cyclopropyl-1H-pyrazol-4-yl)phenyl)((trans-4-(6-(dimethylamino)pyridin-3-yl)cyclohexyl)methyl)carbamoyl)cyclohexanecarboxylate